COC(C1=CN=CC(=C1C)Br)=O.BrC=1C(=NC(=NC1)C(C)(C)C)C1CCC(CC1)OC 5-bromo-2-tert-butyl-4-(4-methoxycyclohexyl)pyrimidine methyl-5-bromo-4-methylnicotinate